(S)-3-(((1-((6-cyano-5-(trifluoromethyl)pyridin-3-yl)amino)-3-(4-cyanophenoxy)-2-methyl-1-oxopropane-2-yl)oxy)carbonyl)-1-methylpyridine C(#N)C1=C(C=C(C=N1)NC([C@@](COC1=CC=C(C=C1)C#N)(C)OC(=O)C=1CN(C=CC1)C)=O)C(F)(F)F